HydroxyETHYL-METHYL-thiazol OCCC=1N=C(SC1)C